NCC=1C=C(CN2C=3N(C4=C(C2=O)CN(CC4)CC4=CC(=CC(=C4)F)F)CCN3)C=CC1 4-(3-(Aminomethyl)benzyl)-7-(3,5-difluorobenzyl)-2,4,6,7,8,9-hexahydroimidazo[1,2-a]pyrido[3,4-e]pyrimidin-5(1H)-one